1-(3-(6-(4-fluorophenyl)-4-(1-methyl-1H-pyrazol-3-yl)pyridin-3-yl)-4-hydroxypyrrolidin-1-yl)prop-2-en-1-one FC1=CC=C(C=C1)C1=CC(=C(C=N1)C1CN(CC1O)C(C=C)=O)C1=NN(C=C1)C